4,4-difluoro-N-((1S)-3-(exo-3-(3-isopropyl-5-methyl-4H-1,2,4-triazol-4-yl)-8-azabicyclo(3.2.1)oct-8-yl)-1-phenylpropyl)cyclohexanecarboxamide CC1=NN=C(N1C2C[C@H]3CC[C@@H](C2)N3CC[C@@H](C4=CC=CC=C4)NC(=O)C5CCC(CC5)(F)F)C(C)C